(2-((1-((dimethylamino)methyl)cyclopropyl)methoxy)-4-(3-methylazepan-1-yl)-5,7-dihydro-6H-pyrrolo[3,4-d]pyrimidin-6-yl)(3-hydroxy-8-iodonaphthalen-1-yl)methanone CN(C)CC1(CC1)COC=1N=C(C2=C(N1)CN(C2)C(=O)C2=CC(=CC1=CC=CC(=C21)I)O)N2CC(CCCC2)C